C(=O)(O)[C@@H](CC=1C=C(OC=2C=C(C=CC2)C[C@H](C(=O)O)[C@@H]2CNCC2)C=CC1)[C@@H]1CNCC1 (2S)-3-[3-[3-[(2S)-2-carboxy-2-[(3R)-pyrrolidin-3-yl]ethyl]phenoxy]phenyl]-2-[(3R)-pyrrolidin-3-yl]propionic acid